5-(((1r,3r,5s)-3-(4-methylpiperidin-1-yl)-8-azabicyclo[3.2.1]oct-8-yl)sulfonyl)-2-(tetrahydro-2H-pyran-4-yl)oxazole CC1CCN(CC1)C1C[C@H]2CC[C@@H](C1)N2S(=O)(=O)C2=CN=C(O2)C2CCOCC2